BrC=1C=C(CN2CC=C(C(=C2)OC)C2=C(C=CC(=C2)Cl)N2N=NN=C2)C=CC1 1-(3-bromobenzyl)-4-(5-chloro-2-(1H-tetrazol-1-yl)phenyl)-5-methoxypyridin